CC1=NC(=NO1)C1(CCN(CC1)C(=O)[O-])CCC1=CC=CC=C1 4-(5-methyl-1,2,4-oxadiazol-3-yl)-4-phenethylpiperidine-1-carboxylate